6-((2'-((((1R,2S)-1-(3,5-bis(trifluoromethyl)phenyl)-1-hydroxypropan-2-yl)(isopropyl)amino)methyl)-6-methoxy-4-methyl-4'-(trifluoromethyl)-[1,1'-biphenyl]-3-yl)oxy)hexanoic acid FC(C=1C=C(C=C(C1)C(F)(F)F)[C@H]([C@H](C)N(C(C)C)CC1=C(C=CC(=C1)C(F)(F)F)C1=CC(=C(C=C1OC)C)OCCCCCC(=O)O)O)(F)F